1-((2S,5R)-5-(4-((3-(1-ethyl-1H-1,2,3-triazol-4-yl)phenyl)amino)-6-(pyrazin-2-yl)pyrimidin-2-yl)-2-methylpiperidin-1-yl)ethan-1-one C(C)N1N=NC(=C1)C=1C=C(C=CC1)NC1=NC(=NC(=C1)C1=NC=CN=C1)[C@@H]1CC[C@@H](N(C1)C(C)=O)C